2-(2,6-dioxopiperidin-3-yl)-4-(4-((3-(trifluoromethyl)azetidin-1-yl)methyl)benzylamino)isoindoline-1,3-dione O=C1NC(CCC1N1C(C2=CC=CC(=C2C1=O)NCC1=CC=C(C=C1)CN1CC(C1)C(F)(F)F)=O)=O